1-(2-Chloro-7-methylthieno[3,2-d]pyrimidin-4-yl)-N-(2,2-dimethyl-3-phenylpropyl)piperidin-4-amine ClC=1N=C(C2=C(N1)C(=CS2)C)N2CCC(CC2)NCC(CC2=CC=CC=C2)(C)C